O=C1NC(CCC1N1C(C2=CC=C(C=C2C1=O)C1CCNCC1)=O)=O 2-(2,6-dioxopiperidin-3-yl)-5-piperidin-4-ylisoindole-1,3-dione